2-(7-fluoro-4-methoxy-1H-indol-3-yl)-N,N-dimethylethan-1-amine FC=1C=CC(=C2C(=CNC12)CCN(C)C)OC